CC1=CC(=NC=C1)C=1OC(=CC1)C 4-methylpyridin-2-yl-5-methylfuran